4-chloro-1-ethyl-5-(4,4,5,5-tetramethyl-1,3,2-dioxaborolan-2-yl)-1H-pyrazole ClC=1C=NN(C1B1OC(C(O1)(C)C)(C)C)CC